CN(C(=O)[C@@H]1CN(CC[C@H]1NC(=O)C1=NOC(=C1)C1=C(C=C(C=C1)F)F)CC1CC1)CCC1=CC=CC=C1 (3R,4R)-1-cyclopropylmethyl-4-{[5-(2,4-difluoro-phenyl)-isoxazole-3-carbonyl]-amino}-piperidine-3-carboxylic acid methyl-phenethyl-amide